potassium tert.amylate CCC(C)(C)[O-].[K+]